R-3-methyl-2-butyl-amine CC([C@@H](C)N)C